CC(C)C(=O)/C=C\\C=C(/C(=O)O)\\[O-] The molecule is a hydroxy monocarboxylic acid anion obtained by deprotonation of the carboxy group of (2E,4Z)-2-hydroxy-7-methyl-6-oxo-2,4-octadienoic acid; major species at pH 7.3. It is a hydroxy monocarboxylic acid anion and a 6-oxo monocarboxylic acid anion. It is a conjugate base of a (2E,4Z)-2-hydroxy-7-methyl-6-oxo-2,4-octadienoic acid.